ClC1=C(C=C2C=C(N=CC2=C1)NC(=O)[C@H]1[C@@H]([C@@H]1C=1C=NN(C1)C)CC)C1CCN(CC1)[C@]1(COC[C@H]1F)C (1S,2R,3S)-N-(7-chloro-6-(1-((3S,4S)-4-fluoro-3-methyltetrahydrofuran-3-yl)piperidin-4-yl)isoquinolin-3-yl)-2-ethyl-3-(1-methyl-1H-pyrazol-4-yl)cyclopropane-1-carboxamide